C([C@@H]1[C@H]([C@@H]([C@H]([C@@H](O1)OC[C@H]([C@H]([C@@H]([C@H](CO)O)O)O)O)O)O)O)O The molecule is a glycosyl alditol consisting of beta-D-glucopyranose and D-glucitol joined in sequence by a (1->6) glycosidic bond. It derives from a D-glucitol and a beta-D-glucose.